1-(7-methoxy-1,3-benzodioxol-4-yl)propan-2-amine COC1=CC=C(C2=C1OCO2)CC(C)N